2-methyl-N-(2-((1,1,1-trifluoro-2-methylpropan-2-yl)oxy)ethylidene)propane-2-sulfinamide CC(C)(C)S(=O)N=CCOC(C(F)(F)F)(C)C